(S)-N-((2S,4S,5S)-5-(2-(2,6-dimethylphenoxy)acetamido)-4-hydroxy-1,6-diphenylhexane-2-yl)-2-(2-oxotetrahydropyrimidin-1(2H)-yl)-3-phenylpropanamide CC1=C(OCC(=O)N[C@H]([C@H](C[C@H](CC2=CC=CC=C2)NC([C@H](CC2=CC=CC=C2)N2C(NCCC2)=O)=O)O)CC2=CC=CC=C2)C(=CC=C1)C